pyrrolo[1,2-b]Pyridazine-3-carbonitrile dihydrochloride Cl.Cl.N=1N2C(C=C(C1)C#N)=CC=C2